6-[5-(4-bromophenyl)-1-[2-(trifluoromethyl)phenyl]pyrrol-2-yl]pyridine-3-carboxylic acid BrC1=CC=C(C=C1)C1=CC=C(N1C1=C(C=CC=C1)C(F)(F)F)C1=CC=C(C=N1)C(=O)O